ClC[C@@H]1CN(C=2C=C(C3=C(C12)C=CC=C3)O)C(=O)OC(C)(C)C (S)-tert-Butyl 1-(chloromethyl)-5-hydroxy-1H-benzo[e]indole-3(2H)-carboxylate